3,3,3,2-Tetrafluorochloro-1-propen FC(C(=CCl)F)(F)F